2-((3S,5R)-5-(2,3-dichloro-6-hydroxyphenyl)pyrrolidin-3-yl)-1-(3-hydroxy-3-methylazetidin-1-yl)ethan-1-one ClC1=C(C(=CC=C1Cl)O)[C@H]1C[C@H](CN1)CC(=O)N1CC(C1)(C)O